FC1=C(C(=CC=C1C#N)C1CCCCC=2N1C=NC2)C2=CC=CC=C2 fluoro-6-(6,7,8,9-tetrahydro-5H-imidazo[1,5-a]azepin-5-yl)biphenyl-3-carbonitrile